6-fluoro-3-(4-methyl-1H-indol-3-yl)-1H-indene-2-carbaldehyde FC1=CC=C2C(=C(CC2=C1)C=O)C1=CNC2=CC=CC(=C12)C